C1(=CC=CC=C1)N(C1=CC=C(C=C1)C1=CC=C(C=2C1=NSN2)C=O)C2=CC=CC=C2 7-(4-(diphenylamino)phenyl)benzo[c][1,2,5]thiadiazole-4-formaldehyde